CC1=CC(=NN1C1CCNC2(CC2)C1)[N+](=O)[O-] 7-(5-methyl-3-nitropyrazol-1-yl)-4-azaspiro[2.5]octane